Cl.CC1=NOC(=N1)[C@@H](C)N (R)-1-(3-Methyl-[1,2,4]oxadiazol-5-yl)-ethylamine hydrochloride salt